ClC1=C(C=C(N=N1)O[C@@H]1CC[C@H]2CN(C[C@H]21)C(=O)C2=CC=1COCCC1S2)OC [(3aS,4R,6aR)-4-[(6-chloro-5-methoxy-3-pyridazinyl)oxy]hexahydrocyclopenta[c]pyrrol-2(1H)-yl](6,7-dihydro-4H-thieno[3,2-c]pyran-2-yl)methanone